(2R)-2-[[4-[(E)-3-(4-Chlorophenyl)prop-2-enoyl]phenyl]sulfonylamino]propanoic acid ClC1=CC=C(C=C1)/C=C/C(=O)C1=CC=C(C=C1)S(=O)(=O)N[C@@H](C(=O)O)C